CN1C(C(=C(C=C1)[O-])NC(N[C@@H](CC(=O)[O-])C1=CC=C(C=C1)CC1=CC=C(C=C1)C)=O)=O.[Na+].[Na+] sodium (S)-3-(3-(1-methyl-4-oxido-2-oxo-1,2-dihydropyridin-3-yl)ureido)-3-(4-(4-methylbenzyl) phenyl)propanoate